(7S)-4,7-difluoro-N-[(1R)-3-(4a-hydroxyoctahydroisoquinolin-2(1H)-yl)-1-(6-pyridazin-4-ylpyridin-3-yl)propyl]-7-(1-methylethyl)-5,6,7,8-tetrahydroacridine-2-carboxamide FC1=CC(=CC2=CC=3C[C@@](CCC3N=C12)(C(C)C)F)C(=O)N[C@H](CCN1CC2CCCCC2(CC1)O)C=1C=NC(=CC1)C1=CN=NC=C1